4-(4-methoxyphenyl)-2-(((E)-(1-(2-chlorophenyl)-β-carbolin-3-yl)methylene)hydrazino)-2,3-dihydrothiazole COC1=CC=C(C=C1)C=1NC(SC1)N/N=C/C=1N=C(C=2NC3=CC=CC=C3C2C1)C1=C(C=CC=C1)Cl